OC1(CCOCC1)C(=O)O 4-hydroxyoxane-4-carboxylic acid